BrC=1C=NC(=NC1)NC1CC=C(CC1)C1=CC(=CC=C1)Cl 5-bromo-N-[4-(3-chlorophenyl)cyclohex-3-en-1-yl]pyrimidin-2-amine